N(N)C(=O)C1CN(CC12CCS(CC2)(=O)=O)C(=O)OC(C)(C)C tert-butyl 4-(hydrazinecarbonyl)-8-thia-2-azaspiro[4.5]decane-2-carboxylate 8,8-dioxide